2-amino-2-hydroxyethyl-1,3-propanediol NC(CC(CCO)O)O